OC1CCC(CC1)(C)NC(C1=CC(=NC=C1)N1C=NC=C1)=O N-(4-hydroxy-1-methylcyclohexyl)-2-(1H-imidazol-1-yl)isonicotinamide